2-[(3,4-dihydro-2(1H)-isoquinolinyl)methyl]-5-(1-naphthylmethoxy)-4H-pyran-4-one C1N(CCC2=CC=CC=C12)CC=1OC=C(C(C1)=O)OCC1=CC=CC2=CC=CC=C12